FC(CCN)(CCOC)F 3,3-difluoro-5-methoxypentan-1-amine